2-(Benzyl(2-hydroxyethyl)amino)-1-(pyridin-2-yl)ethan-1-one C(C1=CC=CC=C1)N(CC(=O)C1=NC=CC=C1)CCO